diethyl-2,5-pyridinedicarboxylic acid C(C)C1=C(C(=NC=C1C(=O)O)C(=O)O)CC